(5RS)-2-[[3-Fluoro-2-(trifluoromethyl)-4-pyridyl]methyl]-3-oxo-5,6,7,8-tetrahydro-[1,2,4]triazolo[4,3-a]pyridine-5-carboxylic acid FC=1C(=NC=CC1CN1N=C2N([C@H](CCC2)C(=O)O)C1=O)C(F)(F)F |r|